IC1=CC=C(C(=O)NN(C(=O)C)C(=O)C)C=C1 (E)-N'-(4-iodobenzoyl)-N,N-dimethylformylhydrazine